FC1=C(C(=CC=C1)F)N1N2C(C3=C(C1)C=NC(=N3)NC3=CC(=C(C(=C3)C)N3CCN(CC3)C)F)=NC=C2 6-(2,6-difluorophenyl)-2-((3-fluoro-5-methyl-4-(4-methylpiperazin-1-yl)phenyl)amino)imidazo[1,2-b]pyrimido[4,5-d]pyridazin